COC1C(C[C@H](N1C(=O)OC(C)(C)C)C(=O)OCC1=CC=CC=C1)(C)C 2-benzyl 1-(tert-butyl) (2S)-5-methoxy-4,4-dimethylpyrrolidine-1,2-dicarboxylate